O1OCCCCC1 dioxepan